C(C)(=O)OC1=C(C=CC2=NC=C3C=CC(=CC3=C12)O)OC(CCCC1=CC=CC=C1)C 1-methyl-4-phenylbutoxyl-1,9-phenanthridinediol 1-acetate